1-tert-butoxycarbonyl-6'-fluoro-1'-(4-methoxybenzyl)-4'-oxo-3',4'-dihydro-1'H-spiro[piperidine-4,2'-quinoline] C(C)(C)(C)OC(=O)N1CCC2(N(C3=CC=C(C=C3C(C2)=O)F)CC2=CC=C(C=C2)OC)CC1